1,3-di-tert-butylimidazol C(C)(C)(C)N1CN(C=C1)C(C)(C)C